O=C1NC(CCC1N1C(C2=CC=C(C=C2C1)C1=C(N=NC2=CC(=CC=C12)OC)C(=O)N)=O)=O [2-(2,6-dioxopiperidin-3-yl)-1-oxo-3H-isoindol-5-yl]-7-methoxycinnoline-3-carboxamide